C(C)N(C(C)C)[SiH2]C=C(CC)CC (ethylisopropylamino)diethylvinylsilane